N1=CN=CC2=C1CN(CC2)C#N 5,8-dihydropyrido[3,4-d]pyrimidine-7(6H)-carbonitrile